ON=C(C1=CC(=CC=C1)F)Cl N-hydroxy-m-fluorobenzimidoyl chloride